cis-3-(difluoromethyl)-1-(6-(3-methyl-3H-[1,2,3]triazolo[4,5-b]pyridin-6-yl)thieno[2,3-b]pyridin-2-yl)cyclobutanol FC(C1CC(C1)(O)C1=CC=2C(=NC(=CC2)C=2C=C3C(=NC2)N(N=N3)C)S1)F